N[C@@H](CC(N)=O)C(=O)O[C@H]1CC[C@@]2([C@H]3CC[C@@]4([C@H](CC[C@@]4([C@@H]3CC[C@@H]2C1)O)C=1C=CC(OC1)=O)C)C (3S,5R,8R,9S,10S,13R,14S,17R)-14-hydroxy-10,13-dimethyl-17-(2-oxo-2H-pyran-5-yl)hexadecahydro-1H-cyclopenta[a]phenanthren-3-yl asparaginate